4-[4-[(4-hexylphenyl)azo]phenoxy]butyl-dimethylethyl-ammonium bromide [Br-].C(CCCCC)C1=CC=C(C=C1)N=NC1=CC=C(OCCCC[N+](CC)(C)C)C=C1